1-(cyclopropylmethyl)-3-((4-(phenylsulfonyl)piperazin-1-yl)methyl)-4-oxo-4H-pyrido[1,2-a]pyrimidin-1-ium C1(CC1)C[N+]1=C2N(C(C(=C1)CN1CCN(CC1)S(=O)(=O)C1=CC=CC=C1)=O)C=CC=C2